Methyl 4-((7-cyano-5-methyl-4-oxo-4,5-dihydrothieno[3,2-c]pyridin-3-yl)amino)-6-(cyclopropanecarboxamido)nicotinate C(#N)C=1C2=C(C(N(C1)C)=O)C(=CS2)NC2=CC(=NC=C2C(=O)OC)NC(=O)C2CC2